N1=CC=CC2=CC(=CC=C12)N1C(NC2=NC=CC=C21)=O 1-(quinolin-6-yl)-1H-imidazo[4,5-b]pyridin-2(3H)-one